NC1=NC(=C(C2=C1C(N1[C@@H](CO2)CN(CC1)C(=O)OC(C)(C)C)=O)Cl)C1=C(C=CC=C1O)F tert-Butyl (6aR)-1-amino-4-chloro-3-(2-fluoro-6-hydroxyphenyl)-12-oxo-6a,7,9,10-tetrahydro-12H-pyrazino[2,1-c]pyrido[3,4-f][1,4]oxazepine-8(6H)-carboxylate